(R)-5-[4-amino-2-(N-(2-amino-1-methyl-2-oxo-ethyl)-4-fluoro-anilino)thiazole-5-carbonyl]-N-(3,3-difluorocyclobutyl)isoxazole-3-carboxamide NC=1N=C(SC1C(=O)C1=CC(=NO1)C(=O)NC1CC(C1)(F)F)N(C1=CC=C(C=C1)F)[C@@H](C(=O)N)C